6-(5-methyl-5,6,7,8-tetrahydro-[1,2,4]triazolo[4,3-a]pyridin-3-yl)-4-((methylamino)methyl)-2,3-dihydro-1H-pyrrolo[3,4-c]pyridin-1-one CC1CCCC=2N1C(=NN2)C2=CC1=C(C(=N2)CNC)CNC1=O